C1(CC1)C=1C=CC(=NC1)NC1=NC=C(C(=O)NOCC)C(=C1)NC1=C(C=C(C=C1)OC)N(S(=O)(=O)C)C 6-((5-cyclopropyl-pyridin-2-yl)amino)-N-ethoxy-4-((4-methoxy-2-(N-methyl-methanesulfonamido)phenyl)amino)nicotinamide